3,5-Dimethyl-4-vinylbenzonitrile CC=1C=C(C#N)C=C(C1C=C)C